FC(C1=CC=C(C=C1)N1C=2N(CC(C1)CO)N=CN2)(F)F (4-(4-(trifluoromethyl)phenyl)-4,5,6,7-tetrahydro-[1,2,4]triazolo[1,5-a]pyrimidin-6-yl)methanol